The molecule is a quinoxaline derivative in which the quinoxaline (1,4-naphthyridine) skeleton is substituted with a methyl group at each of positions C-2 and C-3. CC1=NC2=CC=CC=C2N=C1C